6-nitroquinazoline-2,4-diamine [N+](=O)([O-])C=1C=C2C(=NC(=NC2=CC1)N)N